tert-butyl ((1-(5-((2-chloro-3-((2-(piperazin-1-yl)ethyl)amino)phenyl)thio)pyrazin-2-yl)-4-methylpiperidin-4-yl)methyl)carbamate ClC1=C(C=CC=C1NCCN1CCNCC1)SC=1N=CC(=NC1)N1CCC(CC1)(C)CNC(OC(C)(C)C)=O